4-[(7'-Cyclopentyl-6'-oxo-spiro[cyclopropane-1,5'-pyrrolo[2,3-d]pyrimidine]-2'-yl)amino]-3-methyl-benzenesulfonylchloride C1(CCCC1)N1C(C2(C3=C1N=C(N=C3)NC3=C(C=C(C=C3)S(=O)(=O)Cl)C)CC2)=O